[S-]C#N.C(C=C)(=O)N[NH+]1CCCCC1 acryloylaminopiperidinium thiocyanate